NCCOCCCC1=CC=CC=2N(C(N(C21)C)=O)C2C(NC(CC2)=O)=O 3-(4-(3-(2-aminoethoxy)propyl)-3-methyl-2-oxo-2,3-dihydro-1H-benzo[d]imidazol-1-yl)piperidine-2,6-dione